C(CCCCCC=C)=O 7-octene-1-aldehyde